methyl (R)-4-(7-amino-5-azaspiro[2.4]heptan-5-yl)butanoate hydrochloride Cl.N[C@H]1CN(CC12CC2)CCCC(=O)OC